C(C)(C)C1=CC=C(C=C1)C1=C2C(=NC(=C1)NC=C(C(=O)O)C)CCO2 ((7-(4-isopropylphenyl)-2,3-dihydrofuro[3,2-b]pyridin-5-yl)amino)methacrylic acid